COC1=CC=C(C=C1)OC1=CC=C(C=C1)OC p-methoxyphenylether